1-((1S,3S)-3-(((5-(4-cyano-3-fluorophenyl)-1-(4-(4-methylpiperazin-1-yl)phenyl)-1H-pyrazol-3-yl)amino)methyl)cyclohexyl)guanidine 2,2,2-trifluoroacetate FC(C(=O)O)(F)F.C(#N)C1=C(C=C(C=C1)C1=CC(=NN1C1=CC=C(C=C1)N1CCN(CC1)C)NC[C@@H]1C[C@H](CCC1)NC(=N)N)F